ClCSC chloro(methylsulfanyl)-methane